CC1=C(C(=CC=C1)N2C(=O)N(N=N2)C)COC3=NN(C=C3)C4=CC=C(C=C4)Cl The molecule is a member of the class of tetrazoles that is 1-methyl-4-phenyltetrazole in which the phenyl group has been substituted at positions 2 and 3 by [1-(p-chlorophenyl)-1H-pyrazol-3-yl]oxy}methyl and methyl groups, respectively. A quinone outside inhibitor, it is a fungicide that can be used to control a broad range of diseases, including Septoria leaf blotch in wheat. It has a role as an antifungal agrochemical and a quinone outside inhibitor. It is a member of tetrazoles, a pyrazole pesticide and a member of monochlorobenzenes.